ClCC=1C=C(C(=O)NC2=C3C(N(C(C3=CC=C2)=O)C2C(N(C(CC2)=O)C(=O)OC(C)(C)C)=O)=O)C=CC1 tert-butyl 3-[4-[[3-(chloromethyl)benzoyl]amino]-1,3-dioxo-isoindolin-2-yl]-2,6-dioxo-piperidine-1-carboxylate